[3-(2-chloro-4-fluoro-5-nitro-phenyl)-5-methyl-4H-isoxazol-5-yl]methyl acetate C(C)(=O)OCC1(CC(=NO1)C1=C(C=C(C(=C1)[N+](=O)[O-])F)Cl)C